6-(1-methyl-1H-pyrazol-4-yl)-3-piperazin-1-yl-pyrazolo[1,5-a]pyridine dihydrochloride Cl.Cl.CN1N=CC(=C1)C=1C=CC=2N(C1)N=CC2N2CCNCC2